hexyl ((R)-(((2R,3S,4R,5S)-5-(4-aminopyrrolo[2,1-f][1,2,4]triazin-7-yl)-2-(fluoromethyl)-3,4-dihydroxytetrahydrofuran-2-yl)methoxy)(phenoxy)phosphoryl)-L-alaninate NC1=NC=NN2C1=CC=C2[C@H]2[C@@H]([C@@H]([C@@](O2)(CF)CO[P@@](=O)(OC2=CC=CC=C2)N[C@@H](C)C(=O)OCCCCCC)O)O